ClC=1C=C2C(=CC(=NC2=CC1)C(F)(F)F)N[C@@H]1C[C@@H](CCC1)NC(=O)C=1C=NN(C1C)CC(C)(C)O N-[(1R,3S)-3-{[6-chloro-2-(trifluoromethyl)quinolin-4-yl]amino}cyclohexyl]-1-(2-hydroxy-2-methylpropyl)-5-methyl-1H-pyrazole-4-carboxamide